5-{2-acetamidoimidazo[1,2-b]pyridazin-6-yl}pyridine-3-carboxamide C(C)(=O)NC=1N=C2N(N=C(C=C2)C=2C=C(C=NC2)C(=O)N)C1